(S)-1-(4-Fluorophenyl)-1-(2-(4-(6-(1-(tetrahydro-2H-pyran-4-yl)-1H-pyrazol-4-yl)pyrrolo[2,1-f][1,2,4]triazin-4-yl)piperazin-1-yl)pyrimidin-5-yl)ethan-1-amine FC1=CC=C(C=C1)[C@](C)(N)C=1C=NC(=NC1)N1CCN(CC1)C1=NC=NN2C1=CC(=C2)C=2C=NN(C2)C2CCOCC2